S1(=O)(=O)OOOO1.[K] potassium peroxy monosulfat